2'-chloro-5'H-dispiro[cyclopropane-1,4'-thieno[2,3-c]pyran-7',4''-piperidine] ClC1=CC2=C(S1)C1(CCNCC1)OCC21CC1